3-amino-2-methylpropyl-(tri-tetradecyloxy-dodecyloxysilane) NCC(CCCCCCCCCCCCCO[Si](OCCCCCCCCCCCCCC)(OCCCCCCCCCCCCCC)OCCCCCCCCCCCCCC)C